NCC1CC(C1)NC(OC(C)(C)C)=O tert-butyl N-[(1s,3s)-3-(aminomethyl)cyclobutyl]carbamate